2-(2-(2-(2,6-dioxopiperidin-3-yl)-1,3-dioxoisoindolin-5-yl)-2,7-diazaspiro[3.5]nonan-7-yl)acetic acid O=C1NC(CCC1N1C(C2=CC=C(C=C2C1=O)N1CC2(C1)CCN(CC2)CC(=O)O)=O)=O